C(C)C=1N(C=CN1)CC1=C(C=C(C=C1)C1=C(SC(=C1)CC(C)C)S(=O)(=O)NC(OC)=O)F methyl (3-(4-((2-ethyl-1H-imidazol-1-yl)methyl)-3-fluorophenyl)-5-isobutylthiophen-2-yl)sulfonylcarbamate